4-[(3-chloro-4-fluoro-phenyl)amino]-6-(trans-4-methylamino-cyclohex-1-yloxy)-7-methoxy-quinazoline ClC=1C=C(C=CC1F)NC1=NC=NC2=CC(=C(C=C12)O[C@@H]1CC[C@H](CC1)NC)OC